8-(4-(2,6-bis(benzyloxy)pyridin-3-yl)-3,5-difluorophenyl)-1-oxa-8-azaspiro[4.5]decan-3-one C(C1=CC=CC=C1)OC1=NC(=CC=C1C1=C(C=C(C=C1F)N1CCC2(CC(CO2)=O)CC1)F)OCC1=CC=CC=C1